[NH+]1=CCCC1 azolinium